1,4-di(2-oxo-10-Sulfo-3-bornylidenmethyl)-Benzol O=C1C2(CCC(C1=CC1=CC=C(C=C1)C=C1C(C3(CCC1C3(C)C)CS(=O)(=O)O)=O)C2(C)C)CS(=O)(=O)O